C(#N)C1=CN(C2=CC=C(C=C12)N1N=CC(=C1)C(=O)OCC=1OC(OC1C)=O)C(C)C (5-methyl-2-oxo-1,3-dioxol-4-yl)methyl 1-(3-cyano-1-isopropyl-1H-indol-5-yl)-1H-pyrazole-4-carboxylate